lutidine-HBr Br.N1=C(C=CC=C1C)C